C(C1=CC=CC=C1)NC(C1=CC=CC=C1)C=1N=CNC1 N-benzyl-1-(1H-imidazol-4-yl)-1-phenylmethanamine